BrC=1C=CC=C2CCC(C12)O[Si](C)(C)C(C)(C)C [(7-bromo-2,3-dihydro-1H-inden-1-yl)oxy](tert-butyl)dimethylsilane